ClC1=CC2=C(C=N1)N=C(S2)C2=NN=C1N2CCN([C@@H]1C)C(=O)C1=CC=C(C=C1)F (R)-(3-(6-Chlorothiazolo[4,5-c]pyridin-2-yl)-8-methyl-5,6-dihydro-[1,2,4]triazolo[4,3-a]pyrazin-7(8H)-yl)(4-fluorophenyl)methanone